C(C)N1[C@@H](CCC1)CNC1=CC=C(C(=O)N)C=C1 4-((((S)-1-ethylpyrrolidin-2-yl)methyl)-amino)benzamide